P(=O)([O-])([O-])O.[Na+].[Li+] lithium-sodium phosphate